C(C1=CC=CC=C1)OC(=O)C(CCCCCCCCCCC(OCC1=CC=CC=C1)=O)(C(NCCOCCOCCOCCOCCOCCOCCOCCOCCOCCOCCOCCOCCOCCOCCOCCOCCOCCOCCOCCOCCOCCOCCOCCOCCC(=O)O)=O)CCCCCCCCCCC 14-((benzyloxy)carbonyl)-3,15-dioxo-1-phenyl-14-undecyl-2,19,22,25,28,31,34,37,40,43,46,49,52,55,58,61,64,67,70,73,76,79,82,85,88-pentacosaoxa-16-azahennonacontan-91-oic acid